C1(CCCC1)N1C(C(=CC2=C1N=C(N=C2)NC=2C=C1CCN(CC1=CC2)C(C)C)C#N)=O 8-cyclopentyl-2-((2-isopropyl-1,2,3,4-tetrahydroisoquinolin-6-yl)amino)-7-oxo-7,8-dihydropyrido[2,3-d]pyrimidine-6-carbonitrile